(2S,5S)-1-benzoyl-5-propylpyrrolidine-2-carboxylic acid methyl ester COC(=O)[C@H]1N([C@H](CC1)CCC)C(C1=CC=CC=C1)=O